FC=1C=C(C=CC1C(F)(F)F)NC1=NC=2C(N=C1OC)=NON2 N-(3-FLUORO-4-(TRIFLUOROMETHYL)PHENYL)-6-METHOXY-[1,2,5]OXADIAZOLO[3,4-B]PYRAZIN-5-AMINE